C(#N)C1=CC=C(C=C1)C#CC(=O)C1=CC=C(C=C1)OC 3-(4-cyanophenyl)-1-(4-methoxyphenyl)prop-2-yn-1-one